3-oxo-1,2,3a,4,6,6a-hexahydropyrrolo[3,4-c]pyrrole-5-carboxamide O=C1NCC2CN(CC21)C(=O)N